NC1=CC2=C(CCO2)C=C1C=O 6-amino-2,3-dihydrobenzofuran-5-carbaldehyde